5-[4-[[6-[5-chloro-1-cyclopropyl-4-(trifluoromethyl)imidazol-2-yl]-5-fluoro-3-pyridyl]methoxy]pyrimidin-2-yl]-4-cyclopropyl-6-methoxy-pyrimidine ClC1=C(N=C(N1C1CC1)C1=C(C=C(C=N1)COC1=NC(=NC=C1)C=1C(=NC=NC1OC)C1CC1)F)C(F)(F)F